CN1C=2C(NC(=NC2NCC1CNC1=CC=C(C(N[C@@H](CCC(=O)[O-])C(=O)O)=O)C=C1)N)=O 5-Methyltetrahydrofolat